C1(CC1)N1C(=NC2=C(C=C(C=C2C1=O)F)[C@@H](C)N[S@](=O)C(C)(C)C)[C@H]1OCCC1 (R)-N-((R)-1-(3-cyclopropyl-6-fluoro-4-oxo-2-((S)-tetrahydrofuran-2-yl)-3,4-dihydroquinazolin-8-yl)ethyl)-2-methylpropane-2-sulfinamide